N1(C=NC=C1)CC=1C=C(C2=C(C(N(CCO2)C2=CC=NC3=C(C=C(C=C23)CC)C(=O)OCC)=O)C1)C=1C(=NN(C1)C)C(F)(F)F ethyl 4-(7-((1H-imidazol-1-yl)methyl)-9-(1-methyl-3-(trifluoromethyl)-1H-pyrazol-4-yl)-5-oxo-2,3-dihydrobenzo[f][1,4]oxazepin-4(5H)-yl)-6-ethylquinoline-8-carboxylate